FC1=CC(=C(OCC2CCN(CC2)C(=O)N2C[C@@H]3[C@@H](OCC(N3)=O)CC2)C=C1)C(F)(F)F (4aR,8aS)-6-(4-((4-Fluoro-2-(trifluoromethyl)phenoxy)methyl)piperidine-1-carbonyl)hexahydro-2H-pyrido[4,3-b][1,4]oxazin-3(4H)-one